sodium dodecyl-acrylamide sulfate S(=O)(=O)([O-])[O-].C(CCCCCCCCCCC)C(C(=O)N)=C.[Na+].[Na+]